ClC1=NC(=C(C(=O)N2CC3CCC(CC2)N3C(=O)OCC3=CC=CC=C3)C=C1)C benzyl 3-(6-chloro-2-methylnicotinoyl)-3,9-diazabicyclo[4.2.1]nonane-9-carboxylate